4,5-dibromo-2-methylcyclohexanecarboxylic acid BrC1CC(C(CC1Br)C(=O)O)C